NC=1C=C(C(=NC1)C1SC(SC1)=C(C#N)N1N=CN=C1)F 2-[4-(5-amino-3-fluoropyridin-2-yl)-1,3-dithiolan-2-ylidene]-2-(1H-1,2,4-triazol-1-yl)acetonitrile